diethyl cinnamoyl-L-glutamate C(C=CC1=CC=CC=C1)(=O)N[C@@H](CCC(=O)OCC)C(=O)OCC